N-(piperidin-4-yl)furo[3,2-c]pyridin-7-amine hydrochloride Cl.N1CCC(CC1)NC=1C2=C(C=NC1)C=CO2